benzyl di-tert-butyl (4-(3-((tert-butoxycarbonyl)amino)propyl)heptane-1,4,7-triyl)tricarbamate C(C)(C)(C)OC(=O)NCCCC(CCCNC(OCC1=CC=CC=C1)=O)(CCCNC(OC(C)(C)C)=O)NC(OC(C)(C)C)=O